(2-Bromopyridin-4-yl)methyl (S)-3-cyclopropyl-2-(2-((S)-1-(2,3-difluorobenzyl)-5-oxopyrrolidin-2-yl)acetamido)propanoate C1(CC1)C[C@@H](C(=O)OCC1=CC(=NC=C1)Br)NC(C[C@H]1N(C(CC1)=O)CC1=C(C(=CC=C1)F)F)=O